trans-(S)-2-((1-(3-(4-(tert-butyl)cyclohexyl)-4-(pyrrolidin-3-yloxy)benzoyl)piperidin-4-yl)oxy)-N,N-dimethyl-4-(piperazin-1-yl)benzamide dihydrochloride Cl.Cl.C(C)(C)(C)[C@@H]1CC[C@H](CC1)C=1C=C(C(=O)N2CCC(CC2)OC2=C(C(=O)N(C)C)C=CC(=C2)N2CCNCC2)C=CC1O[C@@H]1CNCC1